(R)-N-((6-aminopyridin-2-yl)sulfonyl)-6'-isopropoxy-6-(3-phenylpiperidin-1-yl)-[2,3'-bipyridine]-5-carboxamide NC1=CC=CC(=N1)S(=O)(=O)NC(=O)C=1C=CC(=NC1N1C[C@H](CCC1)C1=CC=CC=C1)C=1C=NC(=CC1)OC(C)C